CC([O-])C.[Hf+4].C1(=CC=CC=C1)[C@H]1NC(OC1)(C(F)(F)F)CO.CC([O-])C.CC([O-])C.CC([O-])C ((4R)-4-phenyl-2-(trifluoromethyl)oxazolidin-2-yl)methanol hafnium (IV) isopropoxide